5-(2-chloro-5-(isobutyrylaminomethyl)benzoylamino)-1-(2,2,2-trifluoroethyl)-N-(2-(trifluoromethyl)benzyl)-1H-indole-2-carboxamide ClC1=C(C(=O)NC=2C=C3C=C(N(C3=CC2)CC(F)(F)F)C(=O)NCC2=C(C=CC=C2)C(F)(F)F)C=C(C=C1)CNC(C(C)C)=O